C(C)(C)(C)N1CC2(CC1)C(N(C=1C2=C2C(=NC1)N(C(=C2C=2C=C1C=NN(C1=CC2)C)C=2C=NN(C2)C)S(=O)(=O)C2=CC=CC=C2)C)=O tert-butyl-6-methyl-1-(1-methyl-1H-indazol-5-yl)-2-(1-methyl-1H-pyrazol-4-yl)-7-oxo-3-(phenylsulfonyl)-6,7-dihydro-3H-spiro[dipyrrolo[2,3-b:3',2'-d]pyridine-8,3'-pyrrolidine]